4-(2-((2-Amino-7-methyl-[1,2,4]triazolo[1,5-a]pyridin-6-yl)amino)-7-methyl-8-oxo-7,8-dihydro-9H-purin-9-yl)tetrahydro-2H-pyran-4-carbonitrile NC1=NN2C(C=C(C(=C2)NC2=NC=C3N(C(N(C3=N2)C2(CCOCC2)C#N)=O)C)C)=N1